N,N-diethyl-4-((3-fluoropiperidin-1-yl)sulfonyl)benzenesulfonamide C(C)N(S(=O)(=O)C1=CC=C(C=C1)S(=O)(=O)N1CC(CCC1)F)CC